8-(1,4-dioxaspiro[4.5]dec-8-yl)-3,4-dihydro-2H-pyrido[3,2-b][1,4]oxazine O1CCOC12CCC(CC2)C2=CC=NC1=C2OCCN1